4-(3-(5-fluoropyridin-2-yl)-1-methyl-1H-pyrazol-4-yl)-1,3-dihydro-2H-pyrrolo[2,3-b]pyridin-2-one FC=1C=CC(=NC1)C1=NN(C=C1C1=C2C(=NC=C1)NC(C2)=O)C